NCCNC1=C2C=CC=C(C2=CC=C1)S(=O)(=O)O 5-(2'-aminoethyl)aminonaphthalene-1-sulfonic acid